ClCC=1CCN(CC1F)C(=O)OC(C)(C)C tert-Butyl 4-(chloromethyl)-5-fluoro-3,6-dihydropyridine-1(2H)-carboxylate